N-[4-(2-isopentylphenyl)-6-[4-(4-methylpiperazin-1-yl)phenoxy]-5-(trifluoromethyl)pyrimidin-2-yl]-1-methyl-pyrazole-4-sulfonamide C(CC(C)C)C1=C(C=CC=C1)C1=NC(=NC(=C1C(F)(F)F)OC1=CC=C(C=C1)N1CCN(CC1)C)NS(=O)(=O)C=1C=NN(C1)C